C(C=C)(=O)N1CC(=CC1)C1=CN=C2N1C=C(C=C2N2CCN(CC2)C(C(C)C)=O)S(=O)(=O)N(CC2=CC=C(C=C2)OC)C2(CC2)C#N 3-(1-propenoyl-2,5-dihydro-1H-pyrrol-3-yl)-N-(1-cyanocyclopropyl)-8-(4-isobutyrylpiperazin-1-yl)-N-(4-methoxybenzyl)imidazo[1,2-a]pyridine-6-sulphonamide